O1C2=C(SCC1)C=CC(=C2)C(=O)NCC(=O)OC methyl (2,3-dihydrobenzo[b][1,4]oxathiine-7-carbonyl)glycinate